6-Chloro-N-[1-(cyclopropylmethyl)piperidin-4-yl]-2-{4-[4-(1,3-thiazol-2-ylmethyl)piperazin-1-yl]phenyl}-3H-imidazo[4,5-b]pyridin-7-amine ClC=1C(=C2C(=NC1)NC(=N2)C2=CC=C(C=C2)N2CCN(CC2)CC=2SC=CN2)NC2CCN(CC2)CC2CC2